((3R,5R)-4-(2,6-difluoro-4-(methylthio)benzoyl)-3,5-dimethylpiperazin-1-yl)(2-fluoro-4-methoxyphenyl)methanone FC1=C(C(=O)N2[C@@H](CN(C[C@H]2C)C(=O)C2=C(C=C(C=C2)OC)F)C)C(=CC(=C1)SC)F